BrC=1C=C(CC2(NC=CC=C2C=2N=NN(C2)C=2C=CC=C3C=CC(OC23)=O)C(=O)N)C=CC1Cl 2-(3-bromo-4-chlorobenzyl)-3-(1-(2-oxo-2H-chromen-8-yl)-1H-1,2,3-triazol-4-yl)picolinamide